FC(C=1N(C=CN1)CCO)(F)F 2-(2-(trifluoromethyl)-1H-imidazol-1-yl)ethan-1-ol